[Si](C)(C)(C(C)(C)C)OC1CCN(CC1)C=1C(=CC2=CN(N=C2C1)C1CCC(CC1)CO)NC(=O)C1=NC(=CC=C1)C(F)(F)F N-[6-[4-[tert-butyl(dimethyl)silyl]oxy-1-piperidyl]-2-[4-(hydroxymethyl)cyclohexyl]indazol-5-yl]-6-(trifluoromethyl)pyridine-2-carboxamide